C(N)(=O)C=1C=CC2=C(N=C(C3=CC=NC=C23)OCCOCCCCN(C(OC(C)(C)C)=O)CC2=CC(=C(C(=C2)F)OC(F)(F)F)F)C1 Tert-butyl (4-(2-((8-carbamoylbenzo[c][2,6]naphthyridin-5-yl)oxy)ethoxy)butyl)(3,5-difluoro-4-(trifluoromethoxy)benzyl)carbamate